4,4,5,5-tetramethyl-2-[1-(4,4,5,5-tetramethyl-1,3,2-dioxaborolan-2-yl)ethyl]-1,3,2-dioxaborolane CC1(OB(OC1(C)C)C(C)B1OC(C(O1)(C)C)(C)C)C